(R)-5-(4-(2-fluoroethyl)-2-methylpiperazin-1-yl)-2-(4-isopropyl-5-(8-methoxy-[1,2,4]triazolo[1,5-a]pyridin-6-yl)-1H-pyrazol-3-yl)-4-methylthiazole FCCN1C[C@H](N(CC1)C1=C(N=C(S1)C1=NNC(=C1C(C)C)C=1C=C(C=2N(C1)N=CN2)OC)C)C